2-(4-(6-(4-chloro-2-fluorobenzyloxy)pyridin-2-yl)-2-methylbenzyl)-1-(2-methoxyethyl)-1H-benzo[d]imidazole-6-carboxylic acid ClC1=CC(=C(COC2=CC=CC(=N2)C2=CC(=C(CC3=NC4=C(N3CCOC)C=C(C=C4)C(=O)O)C=C2)C)C=C1)F